NC1(C([C@@H](CC1)NC=1C=2N(N=CC1C(=NC1=C(C=C(C(=C1)F)O)CC)N)C=C(C2)C=2C=NC(=CC2)OC)(C)C)C 4-[[(1R)-3-amino-2,2,3-trimethyl-cyclopentyl]amino]-N'-(2-ethyl-5-fluoro-4-hydroxy-phenyl)-6-(6-methoxy-3-pyridyl)pyrrolo[1,2-b]pyridazine-3-carboxamidine